(E)-2-(2-(4-fluorostyryl)phenyl)acetonitrile FC1=CC=C(/C=C/C2=C(C=CC=C2)CC#N)C=C1